Di-n-Tetradecylphosphat C(CCCCCCCCCCCCC)OP(=O)(OCCCCCCCCCCCCCC)[O-]